OCC1=C2CCN(C2=CC(=C1)C(=O)OC)S(=O)(=O)C methyl 4-(hydroxymethyl)-1-(methylsulfonyl)indoline-6-carboxylate